(S)-2-allyl-6-((4-((1-(4-fluorophenyl)-2-hydroxyethyl)amino)-5-(3-(quinuclidin-4-yl)-1,2,4-oxadiazol-5-yl)pyrimidin-2-yl)amino)-1-methyl-1,2-dihydro-3H-pyrazolo[3,4-b]pyridin-3-one C(C=C)N1N(C2=NC(=CC=C2C1=O)NC1=NC=C(C(=N1)N[C@H](CO)C1=CC=C(C=C1)F)C1=NC(=NO1)C12CCN(CC1)CC2)C